(R)-N-(4-chloro-3-fluorobenzyl)-6-((1-((3,4-dihydroxy-2-methylbutan-2-yl)sulfonyl)cyclopropyl)methyl)-1-methyl-7-oxo-4,5,6,7-tetrahydro-1H-pyrazolo[3,4-c]pyridine-3-carboxamide ClC1=C(C=C(CNC(=O)C2=NN(C=3C(N(CCC32)CC3(CC3)S(=O)(=O)C(C)([C@@H](CO)O)C)=O)C)C=C1)F